methyl 2-(4-formylpyrimidin-2-yl)-2-methylpropanoate C(=O)C1=NC(=NC=C1)C(C(=O)OC)(C)C